4-chloro-2-cyclohexyl-6-methylthieno[2,3-d]pyrimidine ClC=1C2=C(N=C(N1)C1CCCCC1)SC(=C2)C